8-((2-chloropyrimidin-5-yl)methyl)-3-(2-fluorophenyl)pyrido[2,3-d]pyrimidin-2,4(3h,8h)-dione ClC1=NC=C(C=N1)CN1C=CC=C2C1=NC(N(C2=O)C2=C(C=CC=C2)F)=O